BrC=1C(C(=CC(C1)(Br)Br)Br)=O 2,4,4,6-Tetrabromo-2,5-cyclohexadienone